4-cyclopropyl-3-(N-(5-(methylsulfonyl)-2-(thiophen-2-yl)phenyl)sulfamoyl)benzoic Acid C1(CC1)C1=C(C=C(C(=O)O)C=C1)S(NC1=C(C=CC(=C1)S(=O)(=O)C)C=1SC=CC1)(=O)=O